[C@H](C)(CC)[C@H](NC([C@@H](N(C)C)C(C)C)=O)C(N([C@H](C[C@@H](OC(C)=O)C=1SC=C(N1)C(=O)O)C(C)C)C)=O 2-((3S,6S,9R,11R)-6-((S)-sec-butyl)-3,9-diisopropyl-2,8-dimethyl-4,7,13-trioxo-12-oxa-2,5,8-triazatetradecan-11-yl)thiazole-4-carboxylic acid